ClC=1C=C(/C=C/C2=C(C=CC=C2)CC#N)C=CC1 (E)-2-(2-(3-chlorostyryl)phenyl)acetonitrile